N-(1-buten-4-yl)-N'-(3-(1-isopropyl-1,2,3,4-tetrahydropyridin-4-yl)-1H-indol-5-yl)urea C=CCCNC(=O)NC=1C=C2C(=CNC2=CC1)C1CCN(C=C1)C(C)C